NC1=CC=C(C=C1)C(C(F)(F)F)(C(F)(F)F)C1=CC=C(C=C1)N bis-(4-aminophenyl)-hexafluoropropane